C(C=C)OC(=O)C1(CC(C1)CN1N(C[C@H]2[C@@H]1C(CN2C(=O)OC(C)(C)C)(F)F)C)C (cis)-tert-Butyl 1-((3-((allyloxy)carbonyl)-3-methylcyclobutyl)methyl)-6,6-difluoro-2-methylhexahydropyrrolo[3,2-c]pyrazole-4(2H)-carboxylate